ClC1=C(C=C(N=N1)C=1C=NC=NC1)[C@H]1[C@@H](C1)CC(F)(F)F 5-(6-chloro-5-((1R,2S)-2-(2,2,2-trifluoroethyl)cyclopropyl)pyridazin-3-yl)pyrimidine